4-Cyclopropyl-6-(1,3,4,5-tetrahydro-2H-benzazepin-2-yl)pyrimidin-2-amine C1(CC1)C1=NC(=NC(=C1)C1NC2=C(CCC1)C=CC=C2)N